Methyl (E)-2-{2-[6-chloropyrimidin-4-yloxy] phenyl}-3-methoxypropenoate ClC1=CC(=NC=N1)OC1=C(C=CC=C1)/C(/C(=O)OC)=C\OC